(3R)-7-fluoro-3,11-dimethyl-10-oxa-2,13,17,18,21-pentaazapentacyclo[13.5.2.18,11.04,9.018,22]-tricosa-1(21),4,6,8,15(22),16,19-heptaen-14-one FC1=CC=C2[C@H](NC=3C=CN4N=CC(C(NCC5(OC2=C1C5)C)=O)=C4N3)C